COC(C(COC1=CC2=C(N(CC(CS2(=O)=O)CCCC)C2=CC=CC=C2)C=C1SC)O)=O 3-((3-butyl-7-(methylsulfanyl)-1,1-dioxo-5-phenyl-2,3,4,5-tetrahydro-1,5-benzothiazepin-8-yl)oxy)-2-hydroxypropionic acid methyl ester